C(C)(C)(C)OC(=O)N[C@H](COC1=C(SC(=C1)Cl)C(=O)O)C (S)-3-(2-((tert-butoxycarbonyl)amino)propoxy)-5-chlorothiophene-2-carboxylic acid